C(C)OC1=CC=CC=2N(C(NC21)=O)C2CCNCC2 4-Ethoxy-1-(piperidin-4-yl)-2,3-dihydro-1H-1,3-benzodiazol-2-one